FC=1C2=C(C(=NC1)C)CC(C2)C(C(=O)O)CC=C 2-(4-fluoro-1-methyl-6,7-dihydro-5H-cyclopenta[c]pyridin-6-yl)pent-4-enoic acid